2-(1-(4-bromo-2-(2-methoxyvinyl)phenyl)pyrrolidin-3-yloxy)-3-chloropyridine BrC1=CC(=C(C=C1)N1CC(CC1)OC1=NC=CC=C1Cl)C=COC